FC(C1=NN(C=C1)CC1CC2(CN(C2)C(=O)N2CC3(C2)NC(CC3)=O)C1)(F)F 2-[6-[[3-(trifluoromethyl)pyrazol-1-yl]methyl]-2-azaspiro[3.3]heptane-2-carbonyl]-2,5-diazaspiro[3.4]octan-6-one